5-(4-fluoro-2-iodophenyl)-3-methyl-1H-1,2,4-triazole FC1=CC(=C(C=C1)C1=NC(=NN1)C)I